C(C1=CC=CC=C1)OC(=O)C1CC=C(CC1)C=1C=NN2C1C=CC(=C2)C=2C=NN(C2)C 4-(6-(1-Methyl-1H-pyrazol-4-yl)pyrazolo[1,5-a]pyridin-3-yl)cyclohex-3-ene-1-carboxylic acid benzyl ester